sodium gamma-hydroxybutyrate OCCCC(=O)[O-].[Na+]